dimethylammonium 1-propanesulfonate C(CC)S(=O)(=O)[O-].C[NH2+]C